2-(2-(4-bromophenyl)tetrahydrofuran-2-yl)-1-(p-tolyl)ethan-1-one BrC1=CC=C(C=C1)C1(OCCC1)CC(=O)C1=CC=C(C=C1)C